6-fluoronaphthalen-2-ol trifluoroacetate FC(C(=O)O)(F)F.FC=1C=C2C=CC(=CC2=CC1)O